1-benzyl-2-butyl-3-(4-nitrophenyl)quinolin-4(1H)-one C(C1=CC=CC=C1)N1C(=C(C(C2=CC=CC=C12)=O)C1=CC=C(C=C1)[N+](=O)[O-])CCCC